O=C1NC(CCC1N1C(N(C2=C1C=CC=C2C#CCCCN2C(CN(CC2)C(=O)OC(C)(C)C)=O)C)=O)=O tert-butyl 4-[5-[1-(2,6-dioxo-3-piperidyl)-3-methyl-2-oxo-benzimidazol-4-yl] pent-4-ynyl]-3-oxo-piperazine-1-carboxylate